Aminophenylsulfinate NC1=C(C=CC=C1)S(=O)[O-]